The molecule is a glycosyloxyflavone that is luteolin substituted by a alpha-L-rhamnosyl residue at position 7 via a glycosidic linkage. It has been isolated from Crotalaria lachnophora. It has a role as a plant metabolite. It is a glycosyloxyflavone, a monosaccharide derivative, an alpha-L-rhamnoside and a trihydroxyflavone. It derives from a luteolin. C[C@H]1[C@@H]([C@H]([C@H]([C@@H](O1)OC2=CC(=C3C(=C2)OC(=CC3=O)C4=CC(=C(C=C4)O)O)O)O)O)O